ClC1=NC(=CC=C1C(=O)NS(=O)(=O)C=1C=NN(C1C)C)N1N=C(C=C1)OCC(C1CCCCC1)C1CCCCC1 2-chloro-6-[3-(2,2-dicyclohexylethoxy)pyrazol-1-yl]-N-(1,5-dimethylpyrazol-4-yl)sulfonyl-pyridine-3-carboxamide